Bis(4-(trifluoromethyl)phenyl)iodophosphine methyl-3-[6-(methoxycarbonylamino)-3-pyridyl]imidazo[1,2-a]pyridine-6-carboxylate COC(=O)C=1C=CC=2N(C1)C(=CN2)C=2C=NC(=CC2)NC(=O)OC.FC(C2=CC=C(C=C2)P(I)C2=CC=C(C=C2)C(F)(F)F)(F)F